2-{2-cyclopropyl-4-[4-(2-methoxy-phenyl)-piperidin-1-yl]-6-methyl-pyrimidin-5-yl}-1-phenyl-ethanone C1(CC1)C1=NC(=C(C(=N1)N1CCC(CC1)C1=C(C=CC=C1)OC)CC(=O)C1=CC=CC=C1)C